CC(CC(=O)[O-])C.[Ca+2].OCN1C=CC2=CC=CC=C12.CC(CC(=O)[O-])C N-hydroxymethyl-indole calcium 3-methyl-butyrate